C(C1=CC=CC=C1)N(C(CC1=CNC2=CC=CC=C12)=O)C N-benzyl-2-(1H-indol-3-yl)-N-methylacetamide